N[C@@H](CC(=O)O)C(=O)O |r| D,L-Aspartic acid